S1C2=C(C=C1C1=C(N(C=3N=CN=C(C31)C)C)C3=CC=C(C=C3)NC(C=C)=O)C=CC=C2 N-(4-(5-(benzo[b]thiophen-2-yl)-4,7-dimethyl-7H-pyrrolo[2,3-d]pyrimidin-6-yl)phenyl)acrylamide